acetyl-bromo-α-D-galactose C(C)(=O)[C@@]1([C@@](O)(O[C@@H]([C@@H]([C@@H]1O)O)CO)Br)O